2-((R)-1-((1s,4S)-4-(6-fluoroquinolin-4-yl)cyclohexyl)ethyl)-5-phenyl-1,3,4-oxadiazole FC=1C=C2C(=CC=NC2=CC1)C1CCC(CC1)[C@@H](C)C=1OC(=NN1)C1=CC=CC=C1